((2R,3S,4R,5S)-5-(4-aminopyrrolo[2,1-f][1,2,4]triazin-7-yl)-2-cyano-3,4-dihydroxytetrahydrofuran-2-yl)methyl ((S)-sec-butyl) carbonate C(OC[C@]1(O[C@H]([C@@H]([C@@H]1O)O)C1=CC=C2C(=NC=NN21)N)C#N)(O[C@@H](C)CC)=O